N1C=CC2=C(C=CC=C12)N1C(NC(C=2C1=C(C(N(C2)C)=O)C)=O)=O 1-(1H-indol-4-yl)-6,8-dimethylpyrido[4,3-d]pyrimidine-2,4,7(1H,3H,6H)-trione